3-(2-(4-(2-cyanopropan-2-yl)pyridin-2-yl)-1H-indol-5-yl)propanoic acid C(#N)C(C)(C)C1=CC(=NC=C1)C=1NC2=CC=C(C=C2C1)CCC(=O)O